CC(CN=C=O)CCC(CCN=C=O)C 2,5-dimethylheptamethylene diisocyanate